chromium trioxide pyridinium salt [NH+]1=CC=CC=C1.[O-2].[O-2].[O-2].[Cr+5]